trans-3-((Cyclopropylmethyl)amino)-5-(4-hydroxycyclohexyl)-8-(piperazin-1-ylmethyl)pyrimido[4,5-c]isoquinolin-6(5H)-one C1(CC1)CNC=1N=CC2=C(N(C(C=3C=C(C=CC23)CN2CCNCC2)=O)[C@@H]2CC[C@H](CC2)O)N1